C1(=CC=CC=C1)C1=C(C(=C(C=C1)C1=CC=CC=C1)C1=NN=NC(=C1C1=CC=CC=C1)C1=CC=CC=C1)C1=CC=CC=2[Se]C3=C(C21)C=CC=C3 Phenyldibenzoselenophenyl(diphenyltriazinyl)biphenyl